(5-isobutyl-2-methylbenzo[b]thiophen-3-yl)boric acid C(C(C)C)C1=CC2=C(SC(=C2OB(O)O)C)C=C1